C1(CC1)N1N=C(C(=C1)I)C(C(C)C)=O (1-cyclopropyl-4-iodo-pyrazol-3-yl)-2-methyl-propan-1-one